C(C1=CC=CC=C1)OC1=CC2=C(N(C(=N2)C2=CC(=CC=C2)[N+](=O)[O-])CC2=CC=C(C=C2)Cl)C=C1 5-(benzyloxy)-1-(4-chlorobenzyl)-2-(3-nitrophenyl)-1H-benzo[d]imidazole